5-(4-(benzyloxy) phenyl)-4-((tert-butoxycarbonyl) amino)-2-methylpent-2-enoate C(C1=CC=CC=C1)OC1=CC=C(C=C1)CC(C=C(C(=O)[O-])C)NC(=O)OC(C)(C)C